ClC=1C=CC(=C(C1)C(CCO)N1CCN(CC1)C(C)C)F 3-(5-chloro-2-fluorophenyl)-3-(4-isopropylpiperazin-1-yl)propan-1-ol